FC=1C=C2C(=C(C=NC2=CC1F)C(=O)N1CCN(CC1)S(=O)(=O)N(C)C)N1CCC2(OCCO2)CC1 4-(6,7-difluoro-4-(1,4-dioxa-8-azaspiro[4.5]decan-8-yl)quinoline-3-carbonyl)-N,N-dimethylpiperazine-1-sulfonamide